CC1=CC=CC(=N1)C1=NNC=C1C1=NC2=CC(=CN=C2C=C1)N1CCN(CC1)CC=1C=NC=CC1 2-[3-(6-methyl-2-pyridyl)-1H-pyrazol-4-yl]-7-[4-(3-pyridylmethyl)piperazin-1-yl]-1,5-naphthyridine